(R)-6-((7-chloro-10-(3-(4-chloro-3,5-dimethylphenoxy)propyl)-3-ethyl-1-oxo-6-(1,3,5-trimethyl-1H-pyrazol-4-yl)-3,4-dihydropyrazino[1,2-a]indol-2(1H)-yl)methyl)nicotinic Acid ClC=1C=CC=2C(=C3N(C2C1C=1C(=NN(C1C)C)C)C[C@H](N(C3=O)CC3=NC=C(C(=O)O)C=C3)CC)CCCOC3=CC(=C(C(=C3)C)Cl)C